n-octylethanol C(CCCCCCC)C(C)O